NCCOCC1CN=C2N1C1=CC=C(C=C1C(N2C([2H])([2H])C=2C=NN(C2)C)=O)S(=O)(=O)NC2(CC2)C 1-[(2-aminoethoxy)methyl]-N-(1-methylcyclopropyl)-4-[(1-methylpyrazol-4-yl)(2H2)methyl]-5-oxo-1H,2H-imidazo[1,2-a]quinazoline-7-sulfonamide